(E)-3-pentene CC\C=C\C